2-((1r,4r)-4-(2-(3,4-difluorobenzyl)-5-(3,5-dimethylisoxazol-4-yl)-1H-benzo[d]imidazol-1-yl)cyclohexyl)acetonitrile FC=1C=C(CC2=NC3=C(N2C2CCC(CC2)CC#N)C=CC(=C3)C=3C(=NOC3C)C)C=CC1F